OC1(CCN(CC1)C(=O)[C@H]1[C@@H](CN(CC1)C(=O)C=1SC(=CC1)C=1N(N=CC1)C)C1=CC=CC=C1)CN1C=NC2=C(C1=O)N=CC=C2 3-[[4-hydroxy-1-[(3R,4R)-1-[5-(2-methylpyrazol-3-yl)thiophene-2-carbonyl]-3-phenyl-piperidine-4-carbonyl]-4-piperidinyl]methyl]pyrido[3,2-d]pyrimidin-4-one